1-(3-(difluoromethoxy)phenyl)-3-(4-hydroxytetrahydro-2H-pyran-4-yl)-N-(3-methyl-1,1-dioxidothietan-3-yl)-1H-indazole-5-carboxamide FC(OC=1C=C(C=CC1)N1N=C(C2=CC(=CC=C12)C(=O)NC1(CS(C1)(=O)=O)C)C1(CCOCC1)O)F